tert-butyl 3-ethyl 4-(trifluoromethyl)-1,2-diazinane-1,2,3-tricarboxylate FC(C1C(N(N(CC1)C(=O)OC(C)(C)C)C(=O)[O-])C(=O)OCC)(F)F